BrC1=CC=C(C=C1)C(C)(C)C 1-bromo-4-(t-butyl)benzene